C(C)(C)(C)OC(=O)N1CC(CCC1)C1=C(C=C(C(=C1)OC)C(F)(F)F)OC1CC1 3-(2-cyclopropyloxy-5-methoxy-4-(trifluoromethyl)phenyl)piperidine-1-carboxylic acid tert-butyl ester